2-dimethylamino-2,4,4,6,6,8,8-heptamethyl-cyclotetrasiloxane tert-butyl-4-(((tert-butoxycarbonyl)(cyclopropyl)amino)methyl)-1H-pyrazole-1-carboxylate C(C)(C)(C)OC(=O)N1N=CC(=C1)CN(C1CC1)C(=O)OC(C)(C)C.CN([Si]1(O[Si](O[Si](O[Si](O1)(C)C)(C)C)(C)C)C)C